(E)-1-propyl-2-styryl-1H-benzimidazole C(CC)N1C(=NC2=C1C=CC=C2)\C=C\C2=CC=CC=C2